NC1=C(C=NN1C=1C=NC(=CC1C)OC1=C(C=CC=C1F)F)C(=O)C1=CC2=C3CCN(CC3=CC=C2N1)CC1OCCC1 (5-amino-1-{6-[(2,6-difluorophenyl)oxy]-4-methylpyridin-3-yl}pyrazol-4-yl)[7-(tetrahydrofuran-2-ylmethyl)-6,7,8,9-tetrahydro-3H-pyrrolo[3,2-f]isoquinolin-2-yl]methanone